C(C1=CC=CC=C1)(=O)C=1C(OC2=CC(=CC=C2C1)OC)=O 3-benzoyl-7-methoxy-2H-chromen-2-one